OC1=C(C(=O)[O-])C=CC=C1.[Na+].OC1=C(C(=O)[O-])C=C(C=C1)S(=O)(=O)O.[Na+] sodium 2-hydroxy-5-sulfobenzoate sodium o-hydroxybenzoate